NC(C(=O)O)=C.NC(C(=O)O)=C aminoacrylic acid, aminoacrylic acid salt